copper (acetylacetone) C(C)(=O)CC(C)=O.[Cu]